C(C1=CC=CC=C1)[C@@H]1NC(N(C1=O)C1CC2(CC(C2)OC2=C(C(=O)N)C=CC=N2)C1)=O 2-(((R)-6-((S)-4-benzyl-2,5-dioxoimidazolidin-1-yl)spiro[3.3]heptan-2-yl)oxy)nicotinamide